3-(2-((2,2-dimethyl-2,3-dihydrobenzofuran-7-yl)oxy)ethyl)-6-fluoro-3,4-dihydroquinazolin CC1(OC2=C(C1)C=CC=C2OCCN2C=NC1=CC=C(C=C1C2)F)C